BrC1=NN(C(=C1)C(=O)NC1=C(C=C(C=C1C([C@@H](N)CCSC)=O)Cl)Cl)C1=NC=C(C=C1Cl)Cl 3-bromo-N-(2,4-dichloro-6-(methionyl)phenyl)-1-(3,5-dichloro-2-pyridinyl)-1H-pyrazole-5-carboxamide